N-(1-(2-bromo-4-fluorophenyl)pent-4-en-1-yl)-2-methylpropan-2-sulfinamide BrC1=C(C=CC(=C1)F)C(CCC=C)NS(=O)C(C)(C)C